CC1(NC=C(C=C1N)C1=CC(=CC=C1)C(F)(F)F)N 2-methyl-5-(3-(trifluoromethyl)phenyl)pyridine-2,3-diamine